F[B-](F)(F)F.N1(N=NC2=C1N=CC=C2)C(=[N+](C)C)N(C)C N-[(7-Aza-1H-benzotriazol-1-yl)(dimethylamino)-methylene]-N-methylmethanaminium tetrafluoroborate